ClC1=CC=C(CN2N=C3C4=C(CCC3=C2)OC(=C4C)C(=O)NCCC#N)C=C1 2-(4-chlorobenzyl)-N-(2-cyanoethyl)-8-methyl-4,5-dihydro-2H-furo[2,3-g]indazole-7-carboxamide